C(C)(C)(C)OC(=O)NCCN1CC2=CC(=CC=C2CC1)C(=O)OC(C)C isopropyl 2-(2-((tert-butoxycarbonyl)amino)ethyl)-1,2,3,4-tetrahydroisoquinoline-7-carboxylate